(5r,8r)-1-oxo-2-(propan-2-yl)-2-azaspiro[4.5]decane-8-carbohydrazide O=C1N(CCC12CCC(CC2)C(=O)NN)C(C)C